N1(CCNCC1)C=1C=CC=2N(C1)N=CC2N2C(NC(CC2)=O)=O 1-(6-piperazin-1-ylpyrazolo[1,5-a]pyridin-3-yl)hexahydropyrimidine-2,4-dione